5-chloro-3-(3,5-difluoro-4-hydroxybenzamido)-N-(1-(4-fluorophenyl)cyclopropyl)thiophene-2-carboxamide ClC1=CC(=C(S1)C(=O)NC1(CC1)C1=CC=C(C=C1)F)NC(C1=CC(=C(C(=C1)F)O)F)=O